N-oxydiethylenethiocarbamyl-N'-oxydiethylenesulfenamide C1COCCN1C(=S)SN2CCOCC2